C(C)(C)(C)OC(=O)N1CC2(C1)CC(C2)N2N=C(C(=C2C)C2=C1C=NN(C1=CC(=C2Cl)C)C2OCCCC2)C=2C=C1C=NN(C1=CC2)C 6-(4-(5-chloro-6-methyl-1-(tetrahydro-2H-pyran-2-yl)-1H-indazol-4-yl)-5-methyl-3-(1-methyl-1H-indazol-5-yl)-1H-pyrazol-1-yl)-2-azaspiro[3.3]Heptane-2-carboxylic acid tert-butyl ester